C(C)(C)(C)OC(=O)N1CCC2(CC1)COC1=CC(=C(C=C1C2)C(=O)O)C(=O)O 1'-(tert-Butyloxycarbonyl)spiro[chroman-3,4'-piperidine]-6,7-dicarboxylic acid